1-(diaminomethyl)-2-pyrrolidinol NC(N1C(CCC1)O)N